(R)-3-(3-(6-(2-(((R)-1-(1H-Pyrazol-4-yl)ethyl)amino)pyrimidin-4-yl)pyridin-2-yl)isoxazol-5-yl)-3-hydroxy-1-methylpyrrolidin-2-one N1N=CC(=C1)[C@@H](C)NC1=NC=CC(=N1)C1=CC=CC(=N1)C1=NOC(=C1)[C@]1(C(N(CC1)C)=O)O